(2S,4R)-1-(2-(3-acetyl-5-(pyridazin-4-yl)-1H-indol-1-yl)acetyl)-N-(2-(benzo[d]thiazol-2-yl)phenyl)-4-fluoropyrrolidine-2-carboxamide C(C)(=O)C1=CN(C2=CC=C(C=C12)C1=CN=NC=C1)CC(=O)N1[C@@H](C[C@H](C1)F)C(=O)NC1=C(C=CC=C1)C=1SC2=C(N1)C=CC=C2